C(C)(=O)O.OCCN1C(CCC1)=O 1-(2-hydroxy-ethyl)pyrrolidin-2-one acetate